9,9-diethyl-7-hydroxy-10-mesitylanthracen-2(9H)-one C(C)C1(C2=CC(=CC=C2C(=C2C=CC(C=C12)=O)C1=C(C=C(C=C1C)C)C)O)CC